OCC(C)NC1=CC=CC(=N1)S(=O)(=O)NC(=O)C1CC1 N-((6-((1-hydroxypropan-2-yl)amino)pyridin-2-yl)sulfonyl)cyclopropane-1-carboxamide